O1C2=C(CC1)C=CC=1C(CCCC12)=O 2H,3H,6H,7H,8H,9H-naphtho[1,2-b]furan-6-one